5-(7,8-dimethyl-[1,2,4]triazolo[1,5-a]pyridin-6-yl)-N-(2-(dimethylamino)ethyl)-6-isopropyl-N-methyl-4H-pyrrolo[3,2-d]thiazole-2-carboxamide CC1=C(C=2N(C=C1C1=C(C=3N=C(SC3N1)C(=O)N(C)CCN(C)C)C(C)C)N=CN2)C